N-(2-(4-(5-((6-amino-2-butoxy-9H-purin-9-yl)methyl)pyridin-2-yl)piperazin-1-yl)ethyl)-2-(aminooxy)acetamide NC1=C2N=CN(C2=NC(=N1)OCCCC)CC=1C=CC(=NC1)N1CCN(CC1)CCNC(CON)=O